methoxy-N-methyl-1H-pyrazole-5-carboxamide CON1N=CC=C1C(=O)NC